(R)-4-(2-(1H-benzo[d]imidazol-1-yl)-7-(morpholinomethyl)thieno[3,2-d]pyrimidin-4-yl)-3-methylmorpholine N1(C=NC2=C1C=CC=C2)C=2N=C(C1=C(N2)C(=CS1)CN1CCOCC1)N1[C@@H](COCC1)C